(S)-N-(2-((2-acetyl-2-azaspiro[3.3]heptan-6-yl)oxy)-5-(difluoromethyl)phenyl)-3-(3-fluoro-4-methylphenyl)-3-(1,2,4-thiadiazol-5-yl)pyrrolidine-1-carboxamide C(C)(=O)N1CC2(C1)CC(C2)OC2=C(C=C(C=C2)C(F)F)NC(=O)N2C[C@@](CC2)(C2=NC=NS2)C2=CC(=C(C=C2)C)F